(S)-1-(3,3-dimethylbutyl)-5-(((3-(2-methoxypyridin-3-yl)pyrazolo[1,5-a]pyrimidin-5-yl)amino)methyl)pyrrolidin-2-one CC(CCN1C(CC[C@H]1CNC1=NC=2N(C=C1)N=CC2C=2C(=NC=CC2)OC)=O)(C)C